N-[(1S)-5-[2-(2-aminopyridin-3-yl)-5-(pyrazol-1-yl)imidazo[4,5-b]pyridin-3-yl]-2,3-dihydro-1H-inden-1-yl]-2-bromopyridine-3-carboxamide NC1=NC=CC=C1C1=NC=2C(=NC(=CC2)N2N=CC=C2)N1C=1C=C2CC[C@@H](C2=CC1)NC(=O)C=1C(=NC=CC1)Br